S(=O)(=O)(C1=CC=C(C)C=C1)OCC1CCN(CC1)C(=O)OC(C)(C)C tertbutyl 4-((tosyloxy)methyl)piperidine-1-carboxylate